2-(2-chlorophenyl)-N-((trans)-1-cyano-4-hydroxypyrrolidin-3-yl)thiazole-5-carboxamide ClC1=C(C=CC=C1)C=1SC(=CN1)C(=O)N[C@@H]1CN(C[C@H]1O)C#N